3-butyl-N1-cyanoguanidine C(CCC)NC(NC#N)=N